tert-butyl 4-(1-methyl-7-methylsulfonyl-2-oxo-4H-pyrimido[4,5-d]pyrimidin-3-yl)-3-phenyl-piperidine-1-carboxylate CN1C(N(CC=2C1=NC(=NC2)S(=O)(=O)C)C2C(CN(CC2)C(=O)OC(C)(C)C)C2=CC=CC=C2)=O